4-acetamido-2',3-dimethylazobenzene C(C)(=O)NC1=C(C=C(C=C1)N=NC1=C(C=CC=C1)C)C